N-isopropylpyrazolo[1,5-a]pyridine-7-carboxamide C(C)(C)NC(=O)C1=CC=CC=2N1N=CC2